N-(1-((4-fluorophenyl)sulfonyl)-1,2,3,4-tetrahydroquinolin-7-yl)-4-nitrobenzenesulfonamide FC1=CC=C(C=C1)S(=O)(=O)N1CCCC2=CC=C(C=C12)NS(=O)(=O)C1=CC=C(C=C1)[N+](=O)[O-]